BrC1=CN(C2=C1N=C(N=C2)C2=C(C=CC=C2)OC(F)F)COCC[Si](C)(C)C 2-[[7-bromo-2-[2-(difluoromethoxy)phenyl]pyrrolo[3,2-d]pyrimidin-5-yl]methoxy]ethyl-trimethyl-silane